(10E)-13-iodo-10-tridecenyl acetate C(C)(=O)OCCCCCCCCC\C=C\CCI